COC1=CC=C(C=C1)C=C(C#N)C1=CC(=C(C(=C1)OC)OC)OC 3-(4-Methoxyphenyl)-2-(3,4,5-trimethoxyphenyl)prop-2-enenitrile